C1(CC1)CN1N=NC2=C1C=CC(=C2)C2=NC(=NO2)C2=C(C=CC=C2)C 1-(cyclopropylmethyl)-5-[3-(2-methylphenyl)-1,2,4-oxadiazol-5-yl]-1H-1,2,3-benzotriazole